4-(3-(methylcarbamoyl)-7-(trifluoromethyl)thieno[3,2-b]pyridin-5-yl)piperidine-1-carboxylic acid tert-butyl ester C(C)(C)(C)OC(=O)N1CCC(CC1)C1=CC(=C2C(=N1)C(=CS2)C(NC)=O)C(F)(F)F